(1r,3r)-N-((6-fluoroisoquinolin-5-yl)methyl)-3-((6-(trifluoromethyl)pyridin-3-yl)oxy)cyclobutan-1-amine hydrochloride Cl.FC=1C(=C2C=CN=CC2=CC1)CNC1CC(C1)OC=1C=NC(=CC1)C(F)(F)F